4-(((4-(9-((tert-butyldimethylsilyl)oxy)nonyl)pyridin-2-yl)methyl)amino)-2-(2,6-dioxopiperidin-3-yl)isoindoline-1,3-dione [Si](C)(C)(C(C)(C)C)OCCCCCCCCCC1=CC(=NC=C1)CNC1=C2C(N(C(C2=CC=C1)=O)C1C(NC(CC1)=O)=O)=O